COC(=O)C1=C(C=NC=C1)NC[C@@H]1CCOC2=C1C=CC(=C2)C2CCCCC2 3-({[(4R)-7-cyclohexyl-3,4-dihydro-2H-1-benzopyran-4-yl]methyl}amino)pyridine-4-carboxylic acid methyl ester